FC=1C(=C(C(=CC1)C(C)C)NC(=O)NS(=O)(=O)C=1SC(=CN1)C(C)(C)O)C(C)C N-(3-fluoro-2,6-diisopropylphenyl-carbamoyl)-5-(2-hydroxypropan-2-yl)thiazole-2-sulfonamide